CNCNC N,N'-dimethylmethanediamine